2,2-bis(3,5-diisopropyl-4-hydroxyphenyl)propane C(C)(C)C=1C=C(C=C(C1O)C(C)C)C(C)(C)C1=CC(=C(C(=C1)C(C)C)O)C(C)C